CN1CC2C3CNCCC3NN2CC12CC2 4'-methyl-4',7',8',12'-tetraazaspiro[cyclopropane-1,5'-tricyclo[7.4.0.02,7]tridecane]